barium 2-(oct-3-yl)-2-octylmalonate CCC(CCCCC)C(C(=O)[O-])(C(=O)[O-])CCCCCCCC.[Ba+2]